ethyl-boronic acid C(C)B(O)O